5-(2-(cyclopentylmethyl)oxazol-5-yl)-6-(6-(cyclopropylmethyl)-5-oxo-6,7-dihydro-5H-pyrrolo[3,4-b]pyridin-3-yl)picolinonitrile C1(CCCC1)CC=1OC(=CN1)C=1C=CC(=NC1C=1C=C2C(=NC1)CN(C2=O)CC2CC2)C#N